ClC=1C=C2C3=C(NC2=CC1)C(=NCC3)CC(C(=O)OCC)C(=O)OCC Diethyl 2-((6-chloro-4,9-dihydro-3H-pyrido[3,4-b]indol-1-yl)methyl)malonate